C(C\C=C\CCCCCCCC)=O (E)-3-dodecenal